CC1(N(CC1)C(=O)[O-])C 2,2-dimethylazetidine-1-carboxylate